2-(3'-(9,9'-spirobi[fluoren]-2-yl)-[1,1'-biphenyl]-3-yl)-4,6-diphenylpyrimidine C1=C(C=CC=2C3=CC=CC=C3C3(C12)C1=CC=CC=C1C=1C=CC=CC13)C=1C=C(C=CC1)C1=CC(=CC=C1)C1=NC(=CC(=N1)C1=CC=CC=C1)C1=CC=CC=C1